CC1=C2C(=CC=3C=4C=C(C=CC4N(C13)C)OCC[C@@H](C)N)C=NC=C2 (R)-4-((5,6-dimethyl-6H-pyrido[4,3-b]carbazol-9-yl)oxy)butan-2-amine